CN(C1=NN=C(C=2CCCCC12)C1=C(C=C(C=C1)C(F)(F)F)O)[C@H]1CN(CCC1)C 2-[4-[Methyl-[(3R)-1-methyl-3-piperidyl]amino]-5,6,7,8-tetrahydrophthalazin-1-yl]-5-(trifluoromethyl)phenol